ClC=1C=NC(=NC1)C1CN(C1)[C@H]1[C@@H](CCC1)OC=1C=C2CN(C(C2=CC1)=O)C12C(NC(C(C1)C2)=O)=O (5-(((trans)-2-(3-(5-chloropyrimidin-2-yl)azetidin-1-yl)cyclopentyl)oxy)-1-oxo-isoindolin-2-yl)-3-azabicyclo[3.1.1]heptane-2,4-dione